2-(2-fluoro-3-(trifluoromethyl)phenyl)-N-(5-fluoro-6-(4-(1,2,3,6-tetrahydropyridin-4-yl)-1H-imidazol-1-yl)pyridin-3-yl)acetamide FC1=C(C=CC=C1C(F)(F)F)CC(=O)NC=1C=NC(=C(C1)F)N1C=NC(=C1)C=1CCNCC1